O[Na] Mono-hydroxysodium